4-(4-methoxyphenyl)-5-(3,4,5-trimethoxyphenyl)-1H-1,2,3-triazole COC1=CC=C(C=C1)C=1N=NNC1C1=CC(=C(C(=C1)OC)OC)OC